N=1C(=CN2N=CC=CC21)C(=O)ON2C(CCC2)NC(=O)OCC=2C(=C(C=CC2)C2=CC=CC=C2)C (((((2-methyl-[1,1'-biphenyl]-3-yl) methoxy) carbonyl) amino) pyrrolidin-1-yl) imidazo[1,2-b]pyridazine-2-carboxylate